FC(OC1=NC(=CC=C1NC(=O)C1(CCC(CC1)O)C1=C(C=CC=C1)C(C)C)OC)F N-(2-(difluoromethoxy)-6-methoxypyridin-3-yl)-4-hydroxy-1-(2-isopropylphenyl)cyclohexane-1-carboxamide